N-acetyl-N-butyl-beta-alanine ethyl ester C(C)OC(CCN(CCCC)C(C)=O)=O